OC1=CC=C(C=C1)S(=O)(=O)O p-hydroxyphenyl-sulfonic acid